N-(3-cyanobenzyl)maleimide C(#N)C=1C=C(CN2C(C=CC2=O)=O)C=CC1